C(C)O[Si](C=C[Si](N(CC)CC)(N(CC)CC)N(CC)CC)(OCC)OCC 1-triethoxysilyl-2-tris(diethylamino)silylethylene